1-(3-Pyridylmethyl)-6-[3-(trifluoromethyl)phenyl]pyrazolo[4,3-b]pyridine hydrochloride Salt Cl.N1=CC(=CC=C1)CN1N=CC2=NC=C(C=C21)C2=CC(=CC=C2)C(F)(F)F